C(C)(=O)OC1=C(C=CC(=C1)Cl)C1NC(N(C(=C1C(=O)OCC)C)C1=CC(=CC=C1)C(=O)OC)=O ethyl 4-(2-acetoxy-4-chlorophenyl)-1-(3-(methoxycarbonyl)phenyl)-6-methyl-2-oxo-1,2,3,4-tetrahydropyrimidine-5-carboxylate